COC(C(C=O)C=1SC=C(C1)C1=CC=CC=C1)=O (4-Phenylthiophen-2-yl)-3-oxopropanoic acid methyl ester